6-(4-(pyrrolidin-1-yl)phenyl)-1,4-dihydropyridine-3-carboxylic acid N1(CCCC1)C1=CC=C(C=C1)C1=CCC(=CN1)C(=O)O